3-(4-((R,E)-4-(but-3-en-1-yl)-2-((tert-butoxycarbonyl)imino)-4-ethyl-6-oxotetrahydropyrimidin-1(2H)-yl)tetrahydro-2H-pyran-3-yl)propanoic acid C(CC=C)[C@]1(N\C(\N(C(C1)=O)C1C(COCC1)CCC(=O)O)=N/C(=O)OC(C)(C)C)CC